COC(C(C)(C1=CC=2N(C=C1)C(=CN2)C2=CC(=C(C(=C2)OC)C(NC2CC2)=O)OC(F)F)C#N)=O 2-Cyano-2-[3-[4-(cyclopropylcarbamoyl)-3-(difluoromethoxy)-5-methoxy-phenyl]imidazo[1,2-a]pyridin-7-yl]propionic acid methyl ester